Piperazine-1,4-diacetic acid N1(CCN(CC1)CC(=O)O)CC(=O)O